ClC1=C(C#N)C=CC(=C1C)N1[C@H](O[C@@H](C1)COC1=CC=C(C=C1)/C=N/O)C(F)(F)F 2-Chloro-4-((2R,5S)-5-((4-((E)-(hydroxyimino)methyl)phenoxy)methyl)-2-(trifluoromethyl)oxazolidin-3-yl)-3-methylbenzonitril